C(C)(C)(C)S(=O)NC(CC[C@H]1CC(N(C1)C(=O)OC(C)(C)C)(C)C)C1=NC=CC(=C1)Cl tert-Butyl (4S)-4-[3-(tert-butylsulfinylamino)-3-(4-chloro-2-pyridyl)propyl]-2,2-dimethyl-pyrrolidine-1-carboxylate